tert-butyl (S)-6-((5-amino-3-bromo-7-((1-hydroxyhexan-3-yl)amino)-1H-pyrazolo[4,3-d]pyrimidin-1-yl)methyl)-5-methoxy-3',6'-dihydro-[3,4'-bipyridine]-1'(2'H)-carboxylate NC=1N=C(C2=C(N1)C(=NN2CC2=C(C=C(C=N2)C=2CCN(CC2)C(=O)OC(C)(C)C)OC)Br)N[C@H](CCO)CCC